The molecule is a nitrile that is acetonitrile where one of the methyl hydrogens is substituted by a 2-thienyl group. It is a nitrile and a member of thiophenes. It derives from an acetonitrile. C1=CSC(=C1)CC#N